5-methoxy-4,6-Dichloropyrimidine COC=1C(=NC=NC1Cl)Cl